O(C1=CC=CC=C1)C=1C=C(C=CC1)[C@@H](C#N)O (S)-(3-phenoxyphenyl)hydroxyacetonitrile